tert-butyl (2S,4S)-4-(8-chloro-6-fluoro-7-(3-methyl-2-(trifluoromethyl)-phenyl)-4-(methylthio)-1H-imidazo[4,5-c]quinolin-1-yl)-2-(2-hydroxyethyl)piperidine-1-carboxylate ClC1=CC=2C3=C(C(=NC2C(=C1C1=C(C(=CC=C1)C)C(F)(F)F)F)SC)N=CN3[C@@H]3C[C@H](N(CC3)C(=O)OC(C)(C)C)CCO